C(C=C)C1(COC1)NS(=O)C(C)(C)C N-(3-allyloxetan-3-yl)-2-methylpropan-2-sulfinamide